BrC1=C(C=C(NC2=NC=C(C(=N2)N[C@H]2[C@@H](CCCC2)C#N)C)C=C1)C(C)(C)O (trans)-2-[[2-[4-bromo-3-(1-hydroxy-1-methyl-ethyl)anilino]-5-methyl-pyrimidin-4-yl]amino]cyclohexanecarbonitrile